2-(3-tert-butyl-5-methyl-2-hydroxyphenyl)-5-chlorophenyl azide C(C)(C)(C)C=1C(=C(C=C(C1)C)C1=C(C=C(C=C1)Cl)N=[N+]=[N-])O